(S)-4-(2-(5-fluoropyridinecarboxamido)-3-phenylpropionamido)-2-methylbenzene-1-sulfonyl chloride FC=1C=CC(=NC1)C(=O)N[C@H](C(=O)NC1=CC(=C(C=C1)S(=O)(=O)Cl)C)CC1=CC=CC=C1